NC=1N=NC(=CC1C=1C(=NN(C1)C1CCN(CC1)C(=O)OC(C)(C)C)F)Cl tert-butyl 4-(4-(3-amino-6-chloropyridazin-4-yl)-3-fluoro-1H-pyrazol-1-yl)piperidine-1-carboxylate